C12(C(CCCC1)O2)[SiH]2O[SiH2]O[SiH2]O[SiH2]O2 epoxycyclohexylcyclotetrasiloxane